C1(CC1)C1=CC(=C(C=C1)N1N=C2CC(NC[C@H]3C2=C1CCN3C(=O)OCCCC)=O)O |o1:16| butyl (R or S)-2-(4-cyclopropyl-2-hydroxyphenyl)-8-oxo-2,3,4,5a,6,7,8,9-octahydro-5H-1,2,5,7-tetraazabenzo[cd]azulene-5-carboxylate